ClC1=C(C(=CC=C1Cl)O)C1CCC(N(C1)C1CNCC1)=O 5-(2,3-dichloro-6-hydroxyphenyl)-1-[pyrrolidin-3-yl]piperidin-2-one